N1C(=CC2=CC=CC=C12)C(=O)N1[C@@H](CN(CC1)C(C(=O)[O-])=O)C.[K+] potassium (R)-2-(4-(1H-indole-2-carbonyl)-3-methylpiperazin-1-yl)-2-oxoacetate